p-deuterophenylarsinic acid [2H]C1=CC=C(C=C1)[AsH](O)=O